N-((S)-1-(6-(diethylamino)pyridin-3-yl)ethyl)-2-methylpropane-2-sulfinamide C(C)N(C1=CC=C(C=N1)[C@H](C)NS(=O)C(C)(C)C)CC